NC(C(=O)O)CCCCC aminoheptanic acid